4-((1R,5S)-3,8-diazabicyclo[3.2.1]octan-3-yl)-7-(6-chloro-5-methyl-1H-indazol-4-yl)-8-fluoro-2-((2-fluorotetrahydro-1H-pyrrolizin-7a(5H)-yl)methoxy)pyrido[4,3-d]pyrimidine [C@H]12CN(C[C@H](CC1)N2)C=2C1=C(N=C(N2)OCC23CCCN3CC(C2)F)C(=C(N=C1)C1=C2C=NNC2=CC(=C1C)Cl)F